N,N-di(2-aminoethyl)-1,3-propylenediamine NCCN(CCCN)CCN